CC(C)(C)OC(=O)N1CCC(CC1)C(=O)O Boc-isonipecotic acid